6-bromo-1-methyl-1,3-dihydro-2λ6-benzo[2,1-c][1,2]thiazole-2,2-dione BrC1=CC=2N(S(CC2C=C1)(=O)=O)C